octylimidazolyl iodide C(CCCCCCC)C=1N=C(NC1)I